ClC1=C(C(=C(C(=C1F)F)O)F)F 4-chloro-2,3,5,6-tetrafluorophenol